benzyl (2-(2-(((1R,5S,6s)-3-(3-bromo-1-methyl-1H-pyrazole-5-carbonyl)-3-azabicyclo[3.1.0]hexan-6-yl)oxy)-6-(4-fluorophenyl)pyridin-4-yl)propan-2-yl)carbamate BrC1=NN(C(=C1)C(=O)N1C[C@@H]2C([C@@H]2C1)OC1=NC(=CC(=C1)C(C)(C)NC(OCC1=CC=CC=C1)=O)C1=CC=C(C=C1)F)C